ClC=1C(=C(CN2[C@@H](C[C@@](CC2)(C(=O)O)CC2=NC(=CC(=C2F)CCO)NC2=NNC(=C2)C)C)C=CC1)F (2R,4R)-1-(3-chloro-2-fluorobenzyl)-4-((3-fluoro-4-(2-hydroxy-ethyl)-6-((5-methyl-1H-pyrazol-3-yl)amino)pyridin-2-yl)methyl)-2-methylpiperidine-4-carboxylic acid